1-[2-[1-[3-(2,4-dioxohexahydropyrimidin-1-yl)-5-fluoro-1-methyl-indazol-6-yl]-4-piperidyl]ethyl]-3-[5-fluoro-7-hydroxy-6-(1,1,4-trioxo-1,2,5-thiadiazolidin-2-yl)-2-naphthyl]urea O=C1N(CCC(N1)=O)C1=NN(C2=CC(=C(C=C12)F)N1CCC(CC1)CCNC(=O)NC1=CC2=CC(=C(C(=C2C=C1)F)N1S(NC(C1)=O)(=O)=O)O)C